1-(4-fluorophenyl)-2-vinylpyrazolidin-3-one FC1=CC=C(C=C1)N1N(C(CC1)=O)C=C